dichromate [Cr](=O)(=O)([O-])O[Cr](=O)(=O)[O-]